ClC1=C2C=CN(C(C2=C(C=C1)F)=O)C1=NNC=C1 5-chloro-8-fluoro-2-(1H-pyrazol-3-yl)isoquinolin-1(2H)-one